C(C)(C)(C)N(C(O)=O)[C@H]1[C@H](C1)C.OC(C)N1C(N(CC1)O)=O 1,3-dihydroxyethyl-imidazolidinone tert-butyl-((1R,2S)-2-methylcyclopropyl)carbamate